IC1=CN=C(N1)CN(C(OC(C)(C)C)=O)C tert-butyl ((5-iodo-1H-imidazol-2-yl)methyl)(methyl)carbamate